OCC(CO)(CO)NC(OC1CC(C1)C1=C(NC2=C(C=C(C=C12)F)F)C1=CC=C(C=C1)F)=O 3-(5,7-Difluoro-2-(4-fluorophenyl)-1H-indol-3-yl)cyclobutyl (1,3-dihydroxy-2-(hydroxymethyl)propan-2-yl)carbamate